1-methylallyl 5-methylsulfonyl-4-oxo-1-[4-(trifluoromethoxy)phenyl]cinnoline-3-carboxylate CS(=O)(=O)C1=C2C(C(=NN(C2=CC=C1)C1=CC=C(C=C1)OC(F)(F)F)C(=O)OC(C=C)C)=O